C1(=CC=CC=C1)[C@H]1N(OCC1)C1=NC(=NC=C1C(F)(F)F)NC1CNCCC1 3-((4-((S)-3-phenylisoxazolidin-2-yl)-5-(trifluoromethyl)pyrimidin-2-yl)amino)piperidin